FC1=C2NC(C=3N(C2=C(C(=C1)C1=C2C=CNC2=CC=C1)OC)C(=NN3)C)(C)C 6-Fluoro-8-(1H-indol-4-yl)-9-methoxy-1,4,4-trimethyl-5H-[1,2,4]triazolo[4,3-a]quinoxaline